ethylene bis(thioglycolate) C(CS)(=O)OCCOC(CS)=O